4'-(Difluoromethyl)-1'-(1-methyl-1H-pyrazol-5-yl)spiro[cyclohexane-1,3'-indolin]-2'-one FC(C1=C2C3(C(N(C2=CC=C1)C1=CC=NN1C)=O)CCCCC3)F